C(CCCC)SC1=CC=CC(O1)=O (+-)-6-pentylthio-2H-pyran-2-one